C1(=CC=CC=C1)C1=C(C(=C(C=C1)C1=C(C(=CC=2SC3=C(C21)C=CC=C3)C3=C(C(=CC=2C1=CC=CC=C1CC32)C)C)C3=C(C(=CC=2C1=CC=CC=C1CC32)C)C)C3=NN=NC=C3)C3=CC=CC=C3 Diphenyltriazinyl[bis(dimethylfluorenyl)dibenzothiophenyl]benzene